Cyclohexanecarboxylic acid ((2S,3R,4R)-4-(3,4-dimethoxybenzyl)-2-phenyltetrahydrofuran-3-yl)methyl ester COC=1C=C(C[C@@H]2[C@@H]([C@H](OC2)C2=CC=CC=C2)COC(=O)C2CCCCC2)C=CC1OC